2-(5-(4-chlorophenyl)-1-(2,4-dichlorophenyl)-4-methyl-1H-pyrazol-3-yl)-N-(2-hydroxyethyl)-2-Oxoacetamide ClC1=CC=C(C=C1)C1=C(C(=NN1C1=C(C=C(C=C1)Cl)Cl)C(C(=O)NCCO)=O)C